Di-n-butylzirconium C(CCC)[Zr]CCCC